methyl ((S)-N-(tert-butoxycarbonyl)-2-((R)-3-(3-hydroxypropyl)pyrrolidin-1-yl)-6-methylpyridine-3-sulfonimidoyl)-L-prolinate C(C)(C)(C)OC(=O)N=[S@@](=O)(C=1C(=NC(=CC1)C)N1C[C@@H](CC1)CCCO)N1[C@@H](CCC1)C(=O)OC